COC1=NN(C(=C1)S(=O)(=O)N1CCC2(CCC(C2)=O)CC1)C 8-((3-methoxy-1-methyl-1H-pyrazol-5-yl)sulfonyl)-8-azaspiro[4.5]decan-2-one